COC1=C(C=C2C=NN(C2=C1)COCC[Si](C)(C)C)C1=CC(=NC=C1C(=O)NC=1SC2=C(N1)CN(C2)C(=O)OC(C)(C)C)C tert-butyl 2-(4-(6-methoxy-1-((2-(trimethylsilyl)ethoxy)methyl)-1H-indazol-5-yl)-6-methylnicotinamido)-4,6-dihydro-5H-pyrrolo[3,4-d]thiazole-5-carboxylate